F\C(=C/CN)\CS(=O)(=O)C1=NC=C(C=C1)C (Z)-3-Fluoro-4-(5-methylpyridin-2-ylsulfonyl)but-2-en-1-amin